2-((5-(2-bromophenyl)-4H-1,2,4-triazol-3-yl)thio)-1-(4-ethylphenyl)ethan-1-one BrC1=C(C=CC=C1)C=1NC(=NN1)SCC(=O)C1=CC=C(C=C1)CC